N-[[(1R,3S)-3-[[5-(3-chloro-6-oxo-pyridazin-1-yl)-2-pyridyl]amino]cyclopentyl]methyl]-3-methyl-isoxazole-5-carboxamide ClC1=NN(C(C=C1)=O)C=1C=CC(=NC1)N[C@@H]1C[C@@H](CC1)CNC(=O)C1=CC(=NO1)C